NC(C(=O)O)CP(=O)(O)O 2-amino-3-phosphonopropanoic acid